OC1=C(C=C(C(=C1)O)C(C)C)C1=NN=C(N1C1=CC=C(C=C1)CN1CCN(CC1)CC=1C=C(C(=O)OC(C(=O)O)C)C=CC1)C(NCC)=O 2-[3-[[4-[[4-[3-(2,4-dihydroxy-5-isopropyl-phenyl)-5-(ethylcarbamoyl)-1,2,4-triazol-4-yl]phenyl]methyl]piperazin-1-yl]methyl]benzoyl]oxypropanoic acid